C(=O)(O)CC=1C(NC(N([C@H]2[C@H](O)[C@H](O)[C@@H](CO)O2)C1)=O)=O 5-(carboxylmethyl)uridine